Cl.CC1=NC(=CC(=C1)N1CC2(C1)CNCC2)C(F)(F)F 2-(2-methyl-6-(trifluoromethyl)pyridin-4-yl)-2,6-diazaspiro[3.4]octane hydrochloride